C(#N)C1=CC(=CNC1=O)C(=O)N1C(CN(CC1)C(C(=O)NC1=NC=C(C=C1)OC1=CC=C(C=C1)F)=C)(C)C (R)-2-(4-(5-cyano-6-oxo-1,6-dihydropyridine-3-carbonyl)-3,3-dimethylpiperazin-1-yl)-N-(5-(4-fluorophenoxy)pyridin-2-yl)propenamide